(5-chloro-3-methoxynaphthalen-2-yl)boric acid ClC1=C2C=C(C(=CC2=CC=C1)OB(O)O)OC